NC(CNC1=NC(=C2C(=N1)N(N=C2)C)NC(C)(C)C)C2CCCCC2 N6-(2-amino-2-cyclohexyl-ethyl)-N4-tert-butyl-1-methyl-pyrazolo[3,4-d]pyrimidine-4,6-diamine